OC(=O)C(F)(F)F.C(#N)C=1C=C(C=CC1)N1N=C(N=C1)C(=O)N(C[C@@H]1CNCC1)C (S)-1-(3-cyanophenyl)-N-methyl-N-(pyrrolidin-3-ylmethyl)-1H-1,2,4-triazole-3-carboxamide TFA salt